FC1CN(CCC1)C1=C(C=C2C(=N1)N=C(O2)N2CCOCC2)N 5-(3-fluoropiperidin-1-yl)-2-morpholinooxazolo[4,5-b]pyridin-6-amine